(E)-1-acetyl-5-amino-3-(3-trifluoromethylbenzylidene)indol-2-one C(C)(=O)N1C(/C(/C2=CC(=CC=C12)N)=C/C1=CC(=CC=C1)C(F)(F)F)=O